BrC1=C(C=C2C(=NC(=NC2=C1F)Cl)N1CC=2N(CCC1)N=C(C2F)C(=O)N(C)C)F 5-(7-bromo-2-chloro-6,8-difluoroquinazolin-4-yl)-3-fluoro-N,N-dimethyl-5,6,7,8-tetrahydro-4H-Pyrazolo[1,5-a][1,4]diazepine-2-carboxamide